N[C@](C(=O)[O-])(CC(C)(C)C)C1=CC=C(C=C1)C1=NN(N=C1Br)C1CC1 (R)-2-amino-2-(4-(5-bromo-2-cyclopropyl-2H-1,2,3-triazol-4-yl) phenyl)-4,4-dimethylpentanoate